methyl 5-cyano-6-formyl-3,4-dimethylpicolinate C(#N)C=1C(=C(C(=NC1C=O)C(=O)OC)C)C